perfluoro-4-methyl-1,3-dioxole FC1(OC(=C(O1)C(F)(F)F)F)F